C(#N)C1=CC(=C(C(=C1)C(=O)NC)N1N=CC=C1C(=O)N)C [4-cyano-2-methyl-6-[(methylamino)carbonyl]phenyl]-1H-pyrazole-5-carboxamide